C(C)(C)(C)OC[C@H](C(=O)OC)N1CCN(CCNCCNCC1)[C@H](C(=O)OC)CCCC1=CC=C(C=C1)OCCOCCOCC methyl (2S)-2-{4-[(2R)-3-tert-butoxy-1-methoxy-1-oxopropan-2-yl]-1,4,7,10-tetraazacyclododecan-1-yl}-5-{4-[2-(2-ethoxyethoxy)ethoxy]phenyl}pentanoate